((S)-1-(5-cyclopropyl-1,3,4-oxadiazol-2-yl)ethyl)-4-(5-(5-fluoro-2-methoxypyridin-4-yl)-1H-pyrazole-3-carbonyl)-4-azaspiro[2.5]octane-7-carboxamide C1(CC1)C1=NN=C(O1)[C@@H](C)C1CC12N(CCC(C2)C(=O)N)C(=O)C2=NNC(=C2)C2=CC(=NC=C2F)OC